indoleOne N=1C(C=C2C=CC=CC12)=O